FC(OC=1C=C(CNC(C2=C(C=CC(=C2)NC(C(C)C)=O)OCC)=O)C=CC1)F N-(3-(difluoromethoxy)benzyl)-2-ethoxy-5-isobutyrylaminobenzamide